C(OC1=CC=C(C=C1)[N+](=O)[O-])(OCCCNC(CCCCCCCCCCCCCCCCC)=O)=O 4-nitrophenyl (3-stearamidopropyl) carbonate